8-chloro-3-methyl-1,7-naphthyridine ClC=1N=CC=C2C=C(C=NC12)C